C(C)(C)(C)N1S(C(=C(C1=O)NC1CCN(CC1)C(CC1=CC=CC=C1)=O)C1=CC=CC=C1)(=O)=O 2-tert-butyl-5-phenyl-4-{[1-(phenylacetyl)piperidin-4-yl]amino}isothiazol-3(2H)-one 1,1-dioxide